18-(tert-butyl) 1-(2,3,5,6-tetrafluorophenyl) 14-oxo-17-(4,7,10-tris(2-(tert-butoxy)-2-oxoethyl)-1,4,7,10-tetraazacyclododecan-1-yl)-4,7,10-trioxa-13-azaoctadecanedioate O=C(NCCOCCOCCOCCC(=O)OC1=C(C(=CC(=C1F)F)F)F)CCC(C(=O)OC(C)(C)C)N1CCN(CCN(CCN(CC1)CC(OC(C)(C)C)=O)CC(OC(C)(C)C)=O)CC(=O)OC(C)(C)C